1-(4-(4-fluoro-2-methoxyphenyl)pyridin-2-yl)-3-(3-(piperidine-1-carbonyl)phenyl)urea FC1=CC(=C(C=C1)C1=CC(=NC=C1)NC(=O)NC1=CC(=CC=C1)C(=O)N1CCCCC1)OC